OC(=O)C(C)C1=CC(C(=O)C2=CC=CC=C2)=CC=C1 anti-ketoprofen